C(C=C)(=O)OCCCCCC[Si](OC)(OC)C acryloyloxyhexylmethyl-dimethoxysilane